4-((2-(2,6-dioxopiperidin-3-yl)-1-oxoisoindolin-4-yl)thio)-N-methylbutanamide O=C1NC(CCC1N1C(C2=CC=CC(=C2C1)SCCCC(=O)NC)=O)=O